COC1=C(CNC2=NC3=CC=CC=C3C(=C2)C(=O)N(CCC)CCO)C=CC(=C1)OC 2-((2,4-dimethoxybenzyl)amino)-N-(2-hydroxyethyl)-N-propylquinoline-4-carboxamide